methoxyazidobenzene COC1=C(C=CC=C1)N=[N+]=[N-]